C(CCC)OCOCNC(C=C)=O N-(butoxymethoxymethyl)acrylamide